C(C)(C)(C)C1=CC=C(C=C1)N1N=CC=C1 1-(4-tert-butylphenyl)-1H-pyrazol